(Z)-N-(3-oxo-2-(2,4,5-trimethoxybenzylidene)-2,3-dihydrobenzofuran-5-yl)acetamide O=C1/C(/OC2=C1C=C(C=C2)NC(C)=O)=C/C2=C(C=C(C(=C2)OC)OC)OC